3-((3S,5R,8aS)-5-cyano-3-phenyl-hexahydro-oxazolo[3,2-a]pyridin-5-yl)-3-hydroxy-azetidine-1-carboxylic acid tert-butyl ester C(C)(C)(C)OC(=O)N1CC(C1)(O)[C@@]1(CCC[C@H]2N1[C@H](CO2)C2=CC=CC=C2)C#N